Ethyl 10-methyl-4-oxodecanoate CCCCCCCC(CCC(=O)OCC)=O